[Mn].[Co].[Ni] Nickel cobalt manganese salt